5-Fluoro-6-[(5-methoxy-2-pyridyl)methoxy]-2-(6-oxo-1H-pyridazin-3-yl)isoindolin-1-one FC=1C=C2CN(C(C2=CC1OCC1=NC=C(C=C1)OC)=O)C1=NNC(C=C1)=O